C[C@@H]1CC[C@@]23C[C@@H]1C([C@@H]2CC[C@H]3C)(C)C α-cedrane